ClS1C[C@@H](CN2C(N=C(C3=CC(=CC1=C23)C(F)(F)F)N2C[C@@H](N[C@@H](C2)C)C)=O)C2CC2 (R)-l-1-chloro-3-cyclopropyl-8-((3S,5R)-3,5-dimethylpiperazin-1-yl)-10-(trifluoromethyl)-3,4-dihydro-2H,6H-[1,4]thiazepino[2,3,4-ij]quinazolin-6-one